5-(2,4-dioxotetrahydropyrimidin-1(2H)-yl)-3H-spiro[benzofuran-2,4'-piperidine]-1'-carboxylic acid tert-butyl ester C(C)(C)(C)OC(=O)N1CCC2(CC1)OC1=C(C2)C=C(C=C1)N1C(NC(CC1)=O)=O